C(C1=CC=CC=C1)OC1=C2C(CCN(C2=NC=C1)C)=C 5-(benzyloxy)-1-methyl-4-methylene-1,2,3,4-tetrahydro-1,8-naphthyridine